CN1C(=NC=C1C(=O)O)CN1C[C@H](CC1)N1C(N(C=2C1=NC=CC2)C2=CC=C(C=C2)N2CCOCC2)=O (S)-1-methyl-2-((3-(1-(4-morpholinylphenyl)-2-oxo-1,2-dihydro-3H-imidazo[4,5-b]pyridin-3-yl)pyrrolidin-1-yl)methyl)-1H-imidazole-5-carboxylic acid